ClC1=CC=C(C=C1)NC1=CC(=NC(=N1)N1CCOCC1)C(C)(C)NC(C1=NC=C(C=C1)OC)=O N-(2-(6-((4-chlorophenyl)amino)-2-morpholinopyrimidin-4-yl)propan-2-yl)-5-methoxypicolinamide